BrC1=CC(=C(C=C1C)N1CCN(CC1)C(=O)OC(C)(C)C)OC Tert-butyl 4-(4-bromo-2-methoxy-5-methylphenyl)piperazine-1-carboxylate